((benzyl ((6-hydroxy-5'-methyl-4-pentyl-2'-(prop-1-en-2-yl)-[1,1'-biphenyl]-2-yl)oxy)phosphoryl)oxy)methyl acetate C(C)(=O)OCOP(=O)(OC1=C(C(=CC(=C1)CCCCC)O)C1=C(C=CC(=C1)C)C(=C)C)CC1=CC=CC=C1